ClC1=CC=C(C=C1)C=1C=C(C(N(N1)C=1C=NN(C1)C)=O)C(=O)NC1(CCN(CC1)C(NC(C)C)=O)CO 6-(4-chlorophenyl)-N-(4-(hydroxymethyl)-1-(isopropylcarbamoyl)piperidin-4-yl)-2-(1-methyl-1H-pyrazol-4-yl)-3-oxo-2,3-dihydropyridazine-4-carboxamide